tert-butyl (3aR,4Z,6aR)-4-(methoxymethylene)-1,3,3a,5,6,6a-hexahydrocyclopenta[c]pyrrole-2-carboxylate CO\C=C/1\CC[C@H]2CN(C[C@H]21)C(=O)OC(C)(C)C